FC=1C(=CC2=C(C(=NO2)C)C1)C(=O)O 5-fluoro-3-methylbenzo[d]isoxazole-6-carboxylic acid